5-isopropyl-3,8-dimethyl-azulen-1-yl-(4-aminophenyl)sulfane C(C)(C)C1=CC2=C(C=C(C2=C(C=C1)C)SC1=CC=C(C=C1)N)C